tri-n-octyl-methyl-ammonium bis(trifluoromethanesulfonyl)imide salt [N-](S(=O)(=O)C(F)(F)F)S(=O)(=O)C(F)(F)F.C(CCCCCCC)[N+](C)(CCCCCCCC)CCCCCCCC